C(C=C)C1=CC(=C(C(=C1)F)O)C1=CC2=C(NC(=N2)C)C=C1 4-allyl-2-(2-methyl-1H-benzimidazol-5-yl)-6-fluorophenol